C1(CC1)C=1C(=NON1)C(=O)N[C@H](C=1N=C2N(N=CC(=C2)C[C@@H]2C(NCC2)=O)C1)C1CCC(CC1)(F)F |o1:21| 4-Cyclopropyl-N-[(S)-(4,4-difluorocyclohexyl)-[7-[[(3S*)-2-oxopyrrolidin-3-yl]methyl]imidazo[1,2-b]pyridazin-2-yl]methyl]-1,2,5-oxadiazole-3-carboxamide